O1C[C@@H](CC1)NC(OC1=CC=CC=C1)=O (R)-phenyl (tetrahydrofuran-3-yl)carbamate